2-(2,6-dimethyl-4-((5-oxo-4-phenyl-4,5-dihydro-1H-1,2,4-triazol-1-yl)methyl)phenoxy)-2-methylpropanoic acid CC1=C(OC(C(=O)O)(C)C)C(=CC(=C1)CN1N=CN(C1=O)C1=CC=CC=C1)C